BrC1=CC=C(C(=C1C=NO)OC1CCCC1)OC 6-bromo-2-(cyclopentyloxy)-3-methoxybenzaldehyde oxime